copper lead zinc antimony sulphide [Sb]=S.[Zn].[Pb].[Cu]